6-(2-{1-[3,5-bis(trifluoromethyl)benzamido]ethyl}-3H-imidazo[4,5-b]pyridin-3-yl)nicotinic acid methyl ester COC(C1=CN=C(C=C1)N1C(=NC=2C1=NC=CC2)C(C)NC(C2=CC(=CC(=C2)C(F)(F)F)C(F)(F)F)=O)=O